5-(3-hydroxypropyl)-4-methyl-2-tetrahydropyran-2-yl-pyridazin-3-one OCCCC1=C(C(N(N=C1)C1OCCCC1)=O)C